1,8-diazabicyclo[5.4.0]-7-undecene tetraphenylborate C1(=CC=CC=C1)[B-](C1=CC=CC=C1)(C1=CC=CC=C1)C1=CC=CC=C1.N12CCCCCC2=NCCC1